4-fluoro-N-[(1S,2S)-2-hydroxycyclohexyl]benzamide FC1=CC=C(C(=O)N[C@@H]2[C@H](CCCC2)O)C=C1